1-((1H-indol-5-yl)sulfonyl)-N-(4-propylphenyl)-1H-pyrrole-3-carboxamide N1C=CC2=CC(=CC=C12)S(=O)(=O)N1C=C(C=C1)C(=O)NC1=CC=C(C=C1)CCC